(4-benzyl-4-hydroxypiperidin-1-yl)(2,4'-bipyridin-3-yl)methanone methyl-3-(6-bromo-naphthalen-2-yl)-propionate COC(CCC1=CC2=CC=C(C=C2C=C1)Br)=O.C(C1=CC=CC=C1)C1(CCN(CC1)C(=O)C=1C(=NC=CC1)C1=CC=NC=C1)O